FC=1C=CC2=C(N=C(O2)NC2=CC=C(C=C2)N)C1 N1-(5-fluorobenzo[d]oxazol-2-yl)benzene-1,4-diamine